O1[C@@H](COCC1)CC1C(CC(N(C1)C(=O)OC(C)(C)C)=O)=O tert-butyl 5-(((R)-1,4-dioxan-2-yl)methyl)-2,4-dioxopiperidine-1-carboxylate